2-methyl-hexadecan CC(C)CCCCCCCCCCCCCC